2-Oxo-5-(4-phenoxyphenyl)-6-(trifluoromethyl)-1,2-dihydropyridine-3-carboxamide O=C1NC(=C(C=C1C(=O)N)C1=CC=C(C=C1)OC1=CC=CC=C1)C(F)(F)F